2-cyclopentyl-benzoic acid C1(CCCC1)C1=C(C(=O)O)C=CC=C1